(cis)-7-oxo-1-({[(cis)-4-phenylcyclohexyl]oxy}methyl)-9-oxa-2,6-diazaspiro[4.5]decane-2-carboxylic acid benzyl ester C(C1=CC=CC=C1)OC(=O)N1C(C2(CC1)NC(COC2)=O)CO[C@@H]2CC[C@@H](CC2)C2=CC=CC=C2